[Si](C)(C)(C(C)(C)C)OCCC[C@@]1(N(CCC1=C)C(=O)OCCC(C)(C)C)C(=O)[O-] 1-(tert-butyl)2-ethyl (S)-2-(3-((tert-butyldimethylsilyl)oxy) propyl)-3-methylenepyrrolidine-1,2-dicarboxylate